3-{2-[(3S,4S)-3-{[4-(azetidine-3-sulfonyl)phenoxy]methyl}-4-methylpyrrolidin-1-yl]ethyl}benzonitrile N1CC(C1)S(=O)(=O)C1=CC=C(OC[C@@H]2CN(C[C@H]2C)CCC=2C=C(C#N)C=CC2)C=C1